FC1(CC2=CC=CC(=C2C1)CN1C(CC(CC1)(C(=O)O)CC1=NC(=CC=C1F)NC=1SC=CN1)C)F 1-((2,2-difluoro-2,3-dihydro-1H-inden-4-yl)methyl)-4-((3-fluoro-6-(thiazol-2-ylamino)pyridin-2-yl)methyl)-2-methylpiperidine-4-carboxylic acid